(10S)-8-(6-benzyloxy-3-fluoro-2-pyridyl)-6-chloro-10-methyl-5-(trifluoromethyl)-1,9,12-triazatetracyclo[9.6.0.02,7.013,17]heptadeca-2(7),3,5,8,11,13(17)-hexaene C(C1=CC=CC=C1)OC1=CC=C(C(=N1)C=1C=2C(=C(C=CC2N2C=3CCCC3N=C2[C@@H](N1)C)C(F)(F)F)Cl)F